ClC=1C(=CC(=C(C1)C1=C(C=C2C(=NC(N3C2=C1SC[C@H](C3)C3=C(C=NC=C3)F)=O)N3C[C@@H](N[C@@H](C3)C)C)C(F)(F)F)F)F (3S)-11-(5-chloro-2,4-difluorophenyl)-8-((3S,5r)-3,5-dimethylpiperazin-1-yl)-3-(3-fluoropyridin-4-yl)-10-(trifluoromethyl)-3,4-dihydro-2h,6h-[1,4]thiazepino[2,3,4-ij]quinazolin-6-one